2-(3-chloro-5-fluorophenyl)-2-({4-[(2-imino-2,3-dihydro-1,3-oxazol-3-yl)methyl]-1H-1,3-benzodiazol-2-yl}amino)propan-1-ol ClC=1C=C(C=C(C1)F)C(CO)(C)NC1=NC2=C(N1)C=CC=C2CN2C(OC=C2)=N